N-(3,3-difluoropiperidin-4-yl)-2-methyl-5-((5-(trifluoromethyl)pyridin-3-yl)methoxy)benzo-furan-3-carboxamide FC1(CNCCC1NC(=O)C1=C(OC2=C1C=C(C=C2)OCC=2C=NC=C(C2)C(F)(F)F)C)F